benzoimidazole-5-carboxylic acid (2-dimethylamino-ethyl)-amide CN(CCNC(=O)C1=CC2=C(N=CN2)C=C1)C